CC1(OCCN(C1)C=1C=C(C=CC1)[C@H](CC(=O)O)NC(=O)[C@H]1CN(CCC1)CCCC1=NC=2NCCCC2C=C1)C (S)-3-(3-(2,2-dimethylmorpholino)phenyl)-3-((R)-1-(3-(5,6,7,8-tetrahydro-1,8-naphthyridin-2-yl)propyl)piperidine-3-carboxamido)propanoic acid